FCC1=NC=CC2=C1C(=CN2S(=O)(=O)C2=CC=C(C=C2)C)C2=NC(=NC(=C2)OC2CCC(CC2)C(F)(F)F)C 4-[4-(fluoromethyl)-1-(4-methylbenzenesulfonyl)-1H-pyrrolo[3,2-c]pyridin-3-yl]-2-methyl-6-{[(1r,4r)-4-(trifluoromethyl)cyclohexyl]oxy}pyrimidine